3-Chlorobenzyl ((S)-3-cyclohexyl-1-(((S)-1-hydroxy-5-oxo-5-(1,2,4,5-tetrahydro-3H-benzo[d]azepin-3-yl)pentan-2-yl)amino)-1-oxopropan-2-yl)carbamate C1(CCCCC1)C[C@@H](C(=O)N[C@H](CO)CCC(N1CCC2=C(CC1)C=CC=C2)=O)NC(OCC2=CC(=CC=C2)Cl)=O